CC1C(NC2=C(S1)C=CC(=C2)C(=O)NC2=CC=C(C=C2)CN2CCCC2)=O 2-methyl-3-oxo-N-(4-(pyrrolidin-1-ylmethyl)phenyl)-3,4-dihydro-2H-benzo[b][1,4]thiazine-6-carboxamide